CC1C(S1)SSC1C(C)S1 (3-epithiopropyl) disulfide